P(=O)(O)(O)OC=1C=C(C=CC1)C1=NC=CC(=N1)COC1=C(C=CC=C1)CCC(=O)O 3-[2-({2-[3-(phosphonooxy)phenyl]pyrimidin-4-yl}methoxy)phenyl]propanoic acid